C(C)(C)(C)OC(=O)N1CCC(CC1)CN1C=NC2=C1N=NC(=C2)Cl.Cl[Si](CCCCCC2=CC=C(C=C2)C=2C1=CC=CC=C1C(=C1C=CC=CC21)C2=CC=CC=C2)(C)Cl dichloro(methyl)(5-(4-(10-phenylanthracen-9-yl)phenyl)pentyl)silane Tert-butyl-4-({3-chloro-7H-imidazo[4,5-c]pyridazin-7-yl}methyl)piperidine-1-carboxylate